C1(CC1)COCC1=C(C=C(C=C1)C)N1/C(/SCC1=O)=N/C(=O)NC1=C(C=C(C=C1)C1=NN(C=N1)C1=CC=C(C=C1)OC(F)(F)F)F (Z)-1-(3-(2-((cyclopropylmethoxy)methyl)-5-methylphenyl)-4-oxothiazolidin-2-ylidene)-3-(2-fluoro-4-(1-(4-(trifluoromethoxy)phenyl)-1H-1,2,4-triazol-3-yl)phenyl)urea